BrC=1C=CC(=NC1F)C1=CC=2C(=CN=CC2)N1C(=O)OC(C)(C)C Tert-Butyl 2-(5-bromanyl-6-fluoranyl-pyridin-2-yl)pyrrolo[2,3-c]pyridine-1-carboxylate